tert-butyl (3S)-3-[2-(benzyloxy)-2-oxoethyl]pyrrolidine-1-carboxylate C(C1=CC=CC=C1)OC(C[C@H]1CN(CC1)C(=O)OC(C)(C)C)=O